[2-(4-chloro-2-fluorophenyl)-3-(pyridin-4-yl)-6,7-dihydropyrazolo[1,5-a]pyrazin-5(4H)-yl](1-methyl-2,5-dihydro-1H-pyrrol-3-yl)methanone ClC1=CC(=C(C=C1)C1=NN2C(CN(CC2)C(=O)C=2CN(CC2)C)=C1C1=CC=NC=C1)F